4-(azidomethyl)-3-chlorobenzimidamide N(=[N+]=[N-])CC1=C(C=C(C(N)=N)C=C1)Cl